NC1=NC2=CC(=CC=C2C=N1)C1=C(C2=C(OCCN2C(=O)OC(C)(C)C)N=C1)C tert-butyl 7-(2-Aminoquinazolin-7-yl)-8-methyl-2,3-dihydro-1H-pyrido[2,3-b][1,4]oxazine-1-carboxylate